tert-butyl ((8R,9aS)-2-((R)-1-(((5-chloropyridin-2-yl)methyl)amino)-3-cyano-1-oxopropan-2-yl)-1-oxo-5-phenethyloctahydro-1H-pyrrolo[1,2-a][1,4]diazepin-8-yl)carbamate ClC=1C=CC(=NC1)CNC([C@@H](CC#N)N1C([C@H]2N(C(CC1)CCC1=CC=CC=C1)C[C@@H](C2)NC(OC(C)(C)C)=O)=O)=O